ClC1=C(C=CC(=C1)Cl)C1=CC=C(C=N1)C1CN(C1)C(=O)N1C[C@@H]2[C@@H](OCC(N2)=O)CC1 (4aR,8aS)-6-(3-(6-(2,4-Dichlorophenyl)pyridin-3-yl)azetidin-1-carbonyl)hexahydro-2H-pyrido[4,3-b][1,4]oxazin-3(4H)-on